ClC1=C(C=C(C=C1)C)C=1C=C2CC(C(C2=CC1)NC(O[C@@H]1CN2CCC1CC2)=O)(C)C (S)-quinuclidin-3-yl (5-(2-chloro-5-methylphenyl)-2,2-dimethyl-2,3-dihydro-1H-inden-1-yl)carbamate